7-(8-fluoro-7-(8-fluoronaphthalen-1-yl)-2-((tetrahydro-1H-pyrrolizin-7a(5H)-yl)methoxy)pyrido[4,3-d]pyrimidin-4-yl)-2-thia-1,3,7-triazaspiro[4.5]decane 2,2-dioxide FC1=C(N=CC2=C1N=C(N=C2N2CC1(CNS(N1)(=O)=O)CCC2)OCC21CCCN1CCC2)C2=CC=CC1=CC=CC(=C21)F